NC1(CCN(CC1)C=1N=CC(=NC1)C=1C=2N(C=C(C1)OCC1(CN(C1)C(=O)OC(C)(C)C)F)N=CC2C#N)C Tert-butyl 3-(((4-(5-(4-amino-4-methylpiperidin-1-yl)pyrazin-2-yl)-3-cyanopyrazolo[1,5-a]pyridin-6-yl)oxy)methyl)-3-fluoroazetidine-1-carboxylate